bis(4-methoxyphenyl)iodonium hexafluorophosphate F[P-](F)(F)(F)(F)F.COC1=CC=C(C=C1)[I+]C1=CC=C(C=C1)OC